1-(tert-butoxycarbonyl)-1-azaspiro[4.4]nonane-3-carboxylic acid C(C)(C)(C)OC(=O)N1CC(CC12CCCC2)C(=O)O